heliostatine [HeH]N[C@@H](CC(C)C)[C@@H](O)CC(O)=O